FC(C1=CC=C(N=N1)CN1CC2(CN(C2)C=O)C1)(F)F [6-[[6-(trifluoromethyl)pyridazin-3-yl]methyl]-2,6-diazaspiro[3.3]heptane-2-yl]methanone